(R)-(2,4-dimethylpiperazin-1-yl)(2-fluoro-5-methoxy-4-((4-(methylamino)-3-(trifluoromethyl)-1H-pyrrolo[2,3-b]pyridin-6-yl)amino)phenyl)methanone C[C@H]1N(CCN(C1)C)C(=O)C1=C(C=C(C(=C1)OC)NC1=CC(=C2C(=N1)NC=C2C(F)(F)F)NC)F